Isobutyl-Aluminum Dichloride C(C(C)C)[Al](Cl)Cl